FC1([C@@H](CN2C(N(C=C21)C2=NOC1=C2C(=NC(=C1)C)C1=C(C=C(C=C1F)F)F)=O)NS(=O)(=O)CF)F N-{(6R)-7,7-difluoro-2-[6-methyl-4-(2,4,6-trifluorophenyl)[1,2]oxazolo[4,5-c]pyridin-3-yl]-3-oxo-2,5,6,7-tetrahydro-3H-pyrrolo[1,2-c]imidazol-6-yl}-1-fluoromethanesulfonamide